N1N=CC(=C1)C=1C=NC2=CC=C(C=C2N1)C(=O)C=1C=C(C=CC1)NC(=O)NC1=CC(=C(C=C1)F)F 1-(3-(3-(1H-pyrazol-4-yl)quinoxaline-6-carbonyl)phenyl)-3-(3,4-difluorophenyl)urea